COC(=O)CS(=O)(=O)Cl methoxycarbonylmethanesulfonyl chloride